Cl.NC(C(=O)N)CC=1C(NC2=CC(=C(C=C2C1)C)C)=O 2-Amino-3-(6,7-dimethyl-2-oxo-1,2-dihydroquinolin-3-yl)propanamide hydrochloride